C1CCN(CC1)C2=NC(=NC3=C2N=C(N=C3N4CCCCC4)N(CCO)CCO)N(CCO)CCO The molecule is a pyrimidopyrimidine that is 2,2',2'',2'''-(pyrimido[5,4-d]pyrimidine-2,6-diyldinitrilo)tetraethanol substituted by piperidin-1-yl groups at positions 4 and 8 respectively. A vasodilator agent, it inhibits the formation of blood clots. It has a role as an adenosine phosphodiesterase inhibitor, an EC 3.5.4.4 (adenosine deaminase) inhibitor, a platelet aggregation inhibitor and a vasodilator agent. It is a member of piperidines, a pyrimidopyrimidine, a tertiary amino compound and a tetrol.